C(=O)C1=C(C=C(C(=O)NO)C=C1)OC 4-formyl-N-hydroxy-3-methoxybenzamide